methyl-2-(methoxyimino)-2-o-tolylacetate COC(C(C1=C(C=CC=C1)C)=NOC)=O